α,α-dimethyl-4-[5,6-dihydro-2-[3-methyl-1-(1-methylethyl)-1H-1,2,4-triazol-5-yl]imidazo[1,2-d][1,4]benzoxazepin-9-yl]-1H-pyrazole-1-acetamide CC(C(=O)N)(N1N=CC(=C1)C1=CC2=C(C=3N(CCO2)C=C(N3)C3=NC(=NN3C(C)C)C)C=C1)C